3-(5-fluoropyridin-2-yl)-2-hydroxycyclohepta-2,4,6-trien-1-one FC=1C=CC(=NC1)C1=C(C(C=CC=C1)=O)O